FC(C1=C(C=C2CCCN(C2=C1)C=1N=C(C=C2C=CC=NC12)C(=O)O)C=1CCNCC1)F 8-[7-difluoromethyl-6-(1,2,3,6-tetrahydropyridin-4-yl)-3,4-dihydro-2H-quinolin-1-yl]-[1,7]naphthyridine-6-carboxylic acid